CC1(C2=CC(=CC=C2C=2C=CC(=CC12)P(C)(C)=O)C=1C=NC=CC1B1OC(C(O1)(C)C)(C)C)C (9,9-dimethyl-7-(4-(4,4,5,5-tetramethyl-1,3,2-dioxaborolan-2-yl)pyridin-3-yl)-9H-fluoren-2-yl)dimethylphosphine oxide